N[C@@H](CC1=CNC=N1)C(=O)Cl histidine-chloride